dioctyltin dioctanoate C(CCCCCCC)(=O)[O-].C(CCCCCCC)(=O)[O-].C(CCCCCCC)[Sn+2]CCCCCCCC